6-((1R,3r,5S,6r)-6-(1-Isopropyl-3-(6-(trifluoromethyl)pyridin-2-yl)-1H-pyrazol-5-yl)bicyclo[3.1.0]hexan-3-yl)-2-thia-6-azaspiro[3.4]octane 2,2-dioxide C(C)(C)N1N=C(C=C1C1[C@H]2CC(C[C@@H]12)N1CC2(CS(C2)(=O)=O)CC1)C1=NC(=CC=C1)C(F)(F)F